(R)-1-(5-(4-(2-Methoxyethoxy)-6-(3-methoxytetrahydrofuran-3-yl)pyridine-2-yl)-7-methylpyrrolo[1,2-c]pyrimidin-3-yl)urea COCCOC1=CC(=NC(=C1)[C@]1(COCC1)OC)C=1C=C(N2C=NC(=CC21)NC(=O)N)C